(2S,4S)-1-boc-4-phenylpyrrolidine C(=O)(OC(C)(C)C)N1CC[C@H](C1)C1=CC=CC=C1